3,3-difluoro-1-(6-(2-methyl-3H-imidazo[4,5-b]pyridin-6-yl)thieno[2,3-b]pyridin-2-yl)cyclobutanol FC1(CC(C1)(O)C1=CC=2C(=NC(=CC2)C=2C=C3C(=NC2)NC(=N3)C)S1)F